FC1=CC(=C2C=C(N(C2=C1)S(=O)(=O)C1=CC=CC=C1)I)N(C(OC(C)(C)C)=O)C1CCOCC1 tert-butyl (6-fluoro-2-iodo-1-(phenylsulfonyl)-1H-indol-4-yl)(tetrahydro-2H-pyran-4-yl)carbamate